(3-(2,4-dichlorophenyl)-2-oxo-1-oxaspiro[4.5]dec-3-en-4-yl) butyl carbonate C(OC1=C(C(OC12CCCCC2)=O)C2=C(C=C(C=C2)Cl)Cl)(OCCCC)=O